OC1=C(C=C(C=C1)NC(=O)C1=CC=C(C=C1)C1=C(C=C(C=C1)C(F)(F)F)Cl)NSCCC N-(4-hydroxy-3-(propylsulfanylamino)phenyl)-2'-chloro-4'-(trifluoromethyl)-[1,1'-biphenyl]-4-carboxamide